C(C1=CC=CC=C1)OC(=O)N1[C@@H](C[C@H](CC1)OC1=NC(=NC(=C1)Cl)C#N)CC#N (2R,4S)-4-[(6-chloro-2-cyanopyrimidin-4-yl)oxy]-2-(cyanomethyl)piperidine-1-carboxylic acid benzyl ester